OC1=C(CC2=C(C(=CC(=C2)C)CC2=C(C=CC(=C2)C)O)O)C=C(C=C1)C 2,6-bis-(2-hydroxy-5'-methylbenzyl)-4-methylphenol